2-(3-(1-(3-chloro-5-fluoro-2-((4-methoxyphenoxy)methyl)phenyl)ethyl)-2,5-bisoxoimidazolidin-1-yl)acetamide ClC=1C(=C(C=C(C1)F)C(C)N1C(N(C(C1)=O)CC(=O)N)=O)COC1=CC=C(C=C1)OC